BrC1=C(C=C2C(=NC=NC2=C1F)Cl)Cl 7-bromo-4,6-dichloro-8-fluoro-quinazoline